tert-butyl 4-((1-((benzyloxy)carbonyl)piperidin-4-yl)methyl)-3,3-dimethylpiperazine-1-carboxylate C(C1=CC=CC=C1)OC(=O)N1CCC(CC1)CN1C(CN(CC1)C(=O)OC(C)(C)C)(C)C